5-bromo-7-cyclopropylfuro[2,3-c]pyridine-2-carbonitrile BrC=1C=C2C(=C(N1)C1CC1)OC(=C2)C#N